C1(=CC=CC=C1)C(=COC1CCCCCCCCCCC1)C (2-Phenylprop-1-en-1-yloxy)cyclododecane